6-bromo-2-(1-fluorocyclopropyl)-7-(methoxymethyl)imidazo[1,2-a]pyridine 2-[4'-(2-acetoxyethoxy)-5,5-dimethyl-spiro[1,3-dioxane-2,9'-thioxanthene]-3'-yl]oxyethyl-acetate C(C)(=O)OCCOC1=C(C=CC=2C3(C4=CC=CC=C4SC12)OCC(CO3)(C)C)OCCOC(C)=O.BrC=3C(=CC=1N(C3)C=C(N1)C1(CC1)F)COC